CNC1=NC(=NC=C1CNC1CC(N(C1)C(=O)OC)C(=O)[O-])SC methyl 4-[[4-(methylamino)-2-methylsulfanyl-pyrimidin-5-yl]methylamino]pyrrolidine-1,2-dicarboxylate